[NH4+].FC1=CC(=CC2=C1C(=C(S2)C(=O)O)C2=CC=CC=C2)F 4,6-Difluoro-3-phenyl-1-benzothiophene-2-carboxylic acid ammonium